4-phenyl-3-(3-(2-trifluoromethylphenyl)acryloyl)oxazolidin-2-one-5,5-d2 C1(=CC=CC=C1)C1N(C(OC1([2H])[2H])=O)C(C=CC1=C(C=CC=C1)C(F)(F)F)=O